tert-Butyl N-[(1R)-1-[[4-[1-(Benzenesulfonyl)pyrrolo[2,3-b]pyridin-4-yl]phenyl]carbamoyl]-3-methyl-butyl]-N-methyl-carbamate C1(=CC=CC=C1)S(=O)(=O)N1C=CC=2C1=NC=CC2C2=CC=C(C=C2)NC(=O)[C@@H](CC(C)C)N(C(OC(C)(C)C)=O)C